(trans)-N-(1-(3,4-dimethoxyphenyl)propan-2-yl)-2-phenylcyclopropan-amine COC=1C=C(C=CC1OC)CC(C)N[C@H]1[C@@H](C1)C1=CC=CC=C1